tris(2-hydroxypropionic acid) aluminum salt [Al+3].OC(C(=O)[O-])C.OC(C(=O)[O-])C.OC(C(=O)[O-])C